FC(C(=O)O)(F)F.C1(CCC1)N(S(=O)(=O)N)C1CC2(CNC2)C1 N-cyclobutyl-N-(2-azaspiro[3.3]heptane-6-yl)sulfamide trifluoroacetate